NC1=C(C(N(C2=NC(=CC=C12)C(F)(F)F)C=1C=NC(=CC1)OC)=O)C(=O)OC methyl 4-amino-1-(6-methoxypyridin-3-yl)-2-oxo-7-(trifluoromethyl)-1,2-dihydro-1,8-naphthyridine-3-carboxylate